1,3-diisopropyl-naphthalene C(C)(C)C1=CC(=CC2=CC=CC=C12)C(C)C